6-[(2S)-2-aminopropyl]-N-benzyl-7-methylthieno[3,2-d][1,2,3]triazin-4-amine N[C@H](CC1=C(C=2N=NN=C(C2S1)NCC1=CC=CC=C1)C)C